7-nitro-2,3-quinoxalinedione [N+](=O)([O-])C=1C=CC2=NC(C(N=C2C1)=O)=O